(R)-2-fluoro-4-methyl-2,3,4,5-tetrahydrobenzo[f][1,4]thiazepine F[C@@H]1SC2=C(CN(C1)C)C=CC=C2